methyl 5-{[(3R)-1-(tert-butoxycarbonyl)-3-methylpyrrolidin-3-yl]oxy}pyridine-2-carboxylate C(C)(C)(C)OC(=O)N1C[C@](CC1)(C)OC=1C=CC(=NC1)C(=O)OC